CN1NC=CC1(C(=O)O)C 1,5-dimethylpyrazole-5-carboxylic acid